C(C)[C@H]1N(C[C@@H](N(C1)C=1C=2C(N(C(C1)=O)C)=CN(N2)C2OCCCC2)COC)C(=O)OC(C)(C)C tert-butyl (2R,5R)-2-ethyl-5-(methoxymethyl)-4-(4-methyl-5-oxo-2-(tetrahydro-2H-pyran-2-yl)-4,5-dihydro-2H-pyrazolo[4,3-b]pyridin-7-yl)piperazine-1-carboxylate